FC1=CC=C(C=C1)[C@@H]1NCCC2=CC=C(C=C12)C(=O)OC methyl (S)-1-(4-fluorophenyl)-1,2,3,4-tetra-hydroisoquinoline-7-carboxylate